2-(6-bromo-1-oxo-1,3-dihydro-2H-pyrrolo[3,4-c]pyridin-2-yl)-2-(3-fluorophenyl)-N-(thiazol-2-yl)acetamide BrC1=CC2=C(C=N1)CN(C2=O)C(C(=O)NC=2SC=CN2)C2=CC(=CC=C2)F